sodium-magnesium-aluminum oxide [O-2].[Al+3].[Mg+2].[Na+].[O-2].[O-2]